Natrium 7-[[4-[2-Fluoro-4-[[1-[(4-fluorophenyl)carbamoyl]cyclopropanecarbonyl]amino] phenoxy]-6-ethoxy-7-quinolyl]oxy]heptanoat FC1=C(OC2=CC=NC3=CC(=C(C=C23)OCC)OCCCCCCC(=O)[O-])C=CC(=C1)NC(=O)C1(CC1)C(NC1=CC=C(C=C1)F)=O.[Na+]